C(CCC)C1=C(NC2=NC=CN=C21)C2=CC=C(C=C2)O 4-(7-butyl-5H-pyrrolo[2,3-b]pyrazin-6-yl)phenol